γ-(dimethylamino)propyl-trimethoxysilane CN(CCC[Si](OC)(OC)OC)C